5-(2-amino-[1,2,4]triazolo[1,5-a]pyridin-7-yl)-2-(dimethylamino)-N-(3-phenylbutyl)nicotinamide NC1=NN2C(C=C(C=C2)C=2C=NC(=C(C(=O)NCCC(C)C3=CC=CC=C3)C2)N(C)C)=N1